(3,4-dimethylphenyl)hydrazine hydrochloride Cl.CC=1C=C(C=CC1C)NN